4-(4-fluorophenyl)-2-((2-(2-hydroxyethyl)-6-(4-(methylsulfonyl)piperazin-1-yl)-1-oxo-1,2-dihydroisoquinolin-4-yl)(methyl)amino)thiazole-5-carbonitrile FC1=CC=C(C=C1)C=1N=C(SC1C#N)N(C)C1=CN(C(C2=CC=C(C=C12)N1CCN(CC1)S(=O)(=O)C)=O)CCO